3-((3s,e)-3-((tert-butyldimethylsilyl)oxy)-4-methylocta-1-en-6-yn-1-yl)cyclopentanone Methyl-2-(aminomethyl)-6-chloro-4,5-dimethylnicotinate COC(C1=C(N=C(C(=C1C)C)Cl)CN)=O.[Si](C)(C)(C(C)(C)C)O[C@H](/C=C/C1CC(CC1)=O)C(CC#CC)C